4H-1,2,4-triazol-3-amine N=1N=C(NC1)N